C(C)OC(C(C1=C(C=C(C=C1)[N+](=O)[O-])[N+](=O)[O-])C1=C(C=C(C=C1)[N+](=O)[O-])[N+](=O)[O-])=O ethyl-bis(2,4-dinitrophenyl)-acetate